ClC=1C=C(/C(=N/C2=CC=CC=C2)/C#N)C=CC1 (Z)-3-chloro-N-phenylbenzimidoyl cyanide